(3R,5'S)-1'-((S)-4-fluoro-4-methyl-2-(methylamino)pentyl)-2-oxospiro[indoline-3,3'-pyrrolidine]-5'-carboxamide hydrochloride Cl.FC(C[C@@H](CN1C[C@]2(C[C@H]1C(=O)N)C(NC1=CC=CC=C12)=O)NC)(C)C